[F+][O-] fluorine Oxide